ClC=1C(=CC(=NC1)N1CC(C1)OC)CNC1=NN2C(NC(=CC2=O)CCC)=N1 2-[[5-chloro-2-(3-methoxyazetidin-1-yl)-4-pyridinyl]methylamino]-5-propyl-4H-[1,2,4]triazolo[1,5-a]pyrimidin-7-one